ClC1=CC=C(S1)CNC1=CC(=NN1C(C(C)(C)C)=O)C1CCN(CC1)CC1=CC=C(C=C1)OC 1-(5-{[(5-chlorothiophen-2-yl)methyl]amino}-3-{1-[(4-methoxyphenyl)methyl]piperidin-4-yl}-1H-pyrazol-1-yl)-2,2-dimethylpropan-1-one